Cl.FC1(CC(C1)CN1N=CC(=C1)CN)F (1-((3,3-difluorocyclobutyl)methyl)-1H-pyrazol-4-yl)methylamine hydrochloride